CC(C)N1N=CC(=C1)C(=O)NC1CCC(CC1)NC1=CC=CC=2N1C=C(N2)C(F)(F)F 1-(propan-2-yl)-N-[(1s,4s)-4-{[2-(trifluoromethyl)imidazo[1,2-a]pyridin-5-yl]amino}cyclohexyl]-1H-pyrazole-4-carboxamide